C(C1=CC=CC=C1)N1CCC2=C(C=CC=C12)CNCCO 2-(((1-benzylindolin-4-yl)methyl)amino)ethan-1-ol